[Si](C)(C)(C(C)(C)C)OCCN1N=NC2=C1C=CC(=C2)B(O)O 1-{2-[(tert-butyldimethylsilyl)oxy]ethyl}-1,2,3-benzotriazol-5-ylboronic acid